C(C)(=O)OI(C1=CC=CC=C1)OC(C)=O acetic acid [acetoxy (phenyl)-iodo]Ester